CN1N=CC(=C1)C=1C=C2N(N=CC=C2N2C[C@@H]3CCC(C2)N3C3CC(C3)CC#N)C1 2-((1s,3s)-3-(3-(6-(1-methyl-1H-pyrazol-4-yl)pyrrolo[1,2-b]pyridazin-4-yl)-3,8-diazabicyclo[3.2.1]octan-8-yl)cyclobutyl)acetonitrile